C(C)(C)(C)OC(=O)N1CCC(CC1)CCOCC1CCNCC1 4-(2-(piperidine-4-yl-methoxy)ethyl)piperidine-1-carboxylic acid tert-butyl ester